2,3,4,5,6-pentafluorophenyl 1-((5-((((2-(dioctylamino)-1,1-difluoro-2-oxoethyl)sulfonyl)oxy)methyl)-2,2-dimethyl-1,3-dioxan-5-yl)methyl)-1H-1,2,3-triazole-4-carboxylate C(CCCCCCC)N(C(C(F)(F)S(=O)(=O)OCC1(COC(OC1)(C)C)CN1N=NC(=C1)C(=O)OC1=C(C(=C(C(=C1F)F)F)F)F)=O)CCCCCCCC